1-((1R,6S)-2,2,6-Trimethylcyclohexyl)hexan-3-yl-2-hydroxybenzoat CC1([C@@H]([C@H](CCC1)C)CCC(CCC)OC(C1=C(C=CC=C1)O)=O)C